C(C)(C)OC(=O)C1=CC=NC=N1 Pyrimidine-6-carboxylic acid isopropyl ester